2-dehydro-3-deoxygluconic acid O=C(C(=O)C[C@H](O)[C@H](O)CO)O